ethyl diphenylmethanedicarbamate C1(=CC=CC=C1)C(NC(=O)OCC)(NC(=O)[O-])C1=CC=CC=C1